5-amino-7-chloro-1,6-naphthyridin-4(1H)-one NC1=C2C(C=CNC2=CC(=N1)Cl)=O